(1S,2S)-N-(6-(5-chloro-7-(dimethylamino)-6-fluoro-1H-indazol-4-yl)imidazo[1,2-b]pyridazin-2-yl)-2-fluorocyclopropane-1-carboxamide ClC=1C(=C2C=NNC2=C(C1F)N(C)C)C=1C=CC=2N(N1)C=C(N2)NC(=O)[C@H]2[C@H](C2)F